2,2,2-trifluoroiodoethane FC(CI)(F)F